[4-[4-(trifluoromethoxy)phenyl]phenyl]hexahydropyrimidine-2,4,6-trione FC(OC1=CC=C(C=C1)C1=CC=C(C=C1)N1C(NC(CC1=O)=O)=O)(F)F